CN1C(=C(C(C(=C1C)C(C)C)=O)C(=O)N)C 1,2,6-trimethyl-4-oxo-5-propan-2-ylpyridine-3-carboxamide